(S)-6-((2-(3-Aminopiperidin-1-yl)-5-fluoro-1H-benzo[d]imidazol-1-yl)methyl)nicotinonitril-hydrochlorid Cl.N[C@@H]1CN(CCC1)C1=NC2=C(N1CC1=NC=C(C#N)C=C1)C=CC(=C2)F